N-(6-amino-2-chloro-3-fluoro-phenyl)-N-tert-butoxycarbonyl-carbamic acid tert-butyl ester C(C)(C)(C)OC(N(C(=O)OC(C)(C)C)C1=C(C(=CC=C1N)F)Cl)=O